NC1C2CN(C(C1)C2)C(=O)C2=CC(=C(C(=O)NC)C=C2)C 4-{5-amino-2-azabicyclo[2.2.1]heptane-2-carbonyl}-N,2-dimethylbenzamide